FC1=C(C=C2CC([C@H](C2=C1)NC(O[C@@H]1CN2CCC1CC2)=O)(C)C)C2=CC(=CC=C2)OCC(C)C (S)-quinuclidin-3-yl ((R)-6-fluoro-5-(3-isobutoxyphenyl)-2,2-dimethyl-2,3-dihydro-1H-inden-1-yl)carbamate